2-(((2R,4S)-4-((2-((4-Cyano-2-fluorophenoxy)methyl)pyrimidin-4-yl)oxy)-2-(fluoromethyl)piperidin-1-yl)methyl)-1-(((S)-oxetan-2-yl)methyl)-1H-benzo[d]imidazole-6-carboxylic acid C(#N)C1=CC(=C(OCC2=NC=CC(=N2)O[C@@H]2C[C@@H](N(CC2)CC2=NC3=C(N2C[C@H]2OCC2)C=C(C=C3)C(=O)O)CF)C=C1)F